CC(CNC)CCCCCCCCCCCCCCCC 2,N-dimethyl-octadecylamine